2-aminopyrimidine boron trifluoride B(F)(F)F.NC1=NC=CC=N1